(1R)-1-(3-((1-(1H-indol-3-yl)propan-2-yl)amino)bicyclo[1.1.1]pentan-1-yl)ethan-1-ol N1C=C(C2=CC=CC=C12)CC(C)NC12CC(C1)(C2)[C@@H](C)O